5-(8-Methoxy-[1,2,4]triazolo[1,5-a]pyridin-6-yl)-1-(1-(oxetan-3-yl)piperidin-4-yl)-1,3-dihydro-2H-benzo[d]imidazol-2-on COC=1C=2N(C=C(C1)C1=CC3=C(N(C(N3)=O)C3CCN(CC3)C3COC3)C=C1)N=CN2